trimethyl-benzoyl-sodium phosphate P(=O)(O)(O)O.CC1=C(C(=C(C(=O)[Na])C=C1)C)C